C[C@H]1C(NC=2C=NC(=NC2N1C)NCC=1C=NN(C1)CC=1C=NC(=NC1)C)=O (7S)-7,8-dimethyl-2-(((1-((2-methylpyrimidin-5-yl)methyl)-1H-pyrazol-4-yl)methyl)amino)-7,8-dihydropteridin-6(5H)-one